C(CCC=C)N1CN=C2C=CC=CC2=C1 3-(pent-4-en-1-yl)quinazoline